(2'S,6'S)-5-chloro-2'-methyl-6'-(1-methyltriazol-4-yl)spiro[1H-isobenzofuran-3,4'-piperidine] ClC=1C=C2C(=CC1)COC21C[C@@H](N[C@@H](C1)C=1N=NN(C1)C)C